2-methyl-2-methylamino(4-morpholinophenyl)propan-1-one 4-nitrophenyl-(2-(2-Methoxyethoxy)ethyl)carbamate [N+](=O)([O-])C1=CC=C(C=C1)N(C(O)=O)CCOCCOC.CC(C(=O)C1=CC=C(C=C1)N1CCOCC1)(C)NC